ClC1=C(C=C(C=C1)C1=NOC(=N1)C1[C@@H]2CN([C@H](C1)C2)C(CC2=NC=NN2C)=O)F 1-((1S,4R)-5-(3-(4-chloro-3-fluorophenyl)-1,2,4-oxadiazol-5-yl)-2-azabicyclo[2.2.1]heptan-2-yl)-2-(1-methyl-1H-1,2,4-triazol-5-yl)ethan-1-one